CN1CSC2=C1C=CC=C2 3-Methylbenzothiazoline